C(C1=CC=CC=C1)OC1=CC=CC(=N1)N1CCN(CC1)CC1=NC2=C(N1C[C@H]1OCC1)C=C(C=C2)C(=O)OC (S)-methyl 2-((4-(6-(benzyloxy)pyridin-2-yl)piperazin-1-yl)methyl)-1-(oxetan-2-ylmethyl)-1H-benzo[d]imidazole-6-carboxylate